1-(2,6-Dichlorobenzyl)-3-(4-methylquinazolin-2-yl)guanidine ClC1=C(CNC(=N)NC2=NC3=CC=CC=C3C(=N2)C)C(=CC=C1)Cl